N[C@@H]1CN(C[C@H]1OC)C1=CC=C2C(=C1)COC21CN(C1)C[C@H]1CN(C[C@H](O1)C)C1=C2C=CC(=NC2=C(C=C1)C#N)[2H] 5-[(2S,6R)-2-[[6-[(3R,4R)-3-amino-4-methoxy-pyrrolidin-1-yl]spiro[1H-isobenzofuran-3,3'-azetidine]-1'-yl]methyl]-6-methyl-morpholin-4-yl]-2-deutero-quinoline-8-carbonitrile